N[C@H](C(=O)N1[C@@H](C[C@H](C1)O)C(=O)N[C@@H](C)C1=CC=C(C=C1)C1=C(N=CS1)C)C(C)(C)C (2S,4R)-1-[(2S)-2-amino-3,3-dimethylbutyryl]-4-hydroxy-N-[(1S)-1-[4-(4-methyl-1,3-thiazol-5-yl)phenyl]ethyl]pyrrolidine-2-carboxamide